C(CCC)N1C(N(C(C(C1=O)=C(N)N)=O)C1CCC(CC1)OC1C(N(C(C1(C)C)=O)CO)=O)=O 1-Butyl-5-(diaminomethylene)-3-((1s,4s)-4-((1-(hydroxymethyl)-4,4-dimethyl-2,5-dioxopyrrolidin-3-yl)oxy)cyclohexyl)pyrimidine-2,4,6(1H,3H,5H)-trione